CN([C@H]1CN(CC1)C=1C=C(C=CC1C)N1C=NC(=C1)NC=1N=CC(=NC1)C#N)C (R)-5-((1-(3-(3-(Dimethylamino)pyrrolidin-1-yl)-4-methylphenyl)-1H-imidazol-4-yl)amino)pyrazine-2-carbonitrile